C(C)(C)(C)OC(=O)N[C@@H](CC(=O)OCC)C=1C=C(C=C(C1F)C)C1=C(C=C(C=C1C)F)O ethyl (3S)-3-[(tert-butoxycarbonyl)amino]-3-{4,4'-difluoro-2'-hydroxy-5,6'-dimethyl-[1,1'-biphenyl]-3-yl}propanoate